O-Phospho-L-Tyrosine P(=O)(O)(O)OC1=CC=C(C[C@H](N)C(=O)O)C=C1